C1OCC12CC(C2)NC(C2=CC=CC=C2)=O N-(2-oxaspiro[3.3]heptan-6-yl)benzamide